C1(=CC=CC=C1)[C@H](N)[C@@H]1CNC2=C(N1)N=CC=C2 (S)-phenyl-[(3S)-1,2,3,4-tetrahydropyrido[2,3-b]pyrazin-3-yl]methanamine